COC1=CC=C(C=C1)CCC(C)OS(=O)(=O)C1=CC=C(C=C1)C 4-methylbenzenesulfonic acid-4-(4-methoxyphenyl)-butan-2-yl ester